FC=1C=C(C(=O)NCC23CCC(CC2)(CC3)C3=NC(=NO3)C3=NN(C(C=C3)=O)C)C=C(C1O)F 3,5-difluoro-4-hydroxy-N-({4-[3-(1-methyl-6-oxo-1,6-dihydropyridazin-3-yl)-1,2,4-oxadiazol-5-yl]bicyclo[2.2.2]octan-1-yl}methyl)benzamide